BrC1=NN(C2=C1N=C(N=C2NCCCC)NC(OC)=O)CC2=C(C=C(C=C2)CNC2CCOCC2)OC Methyl (3-bromo-7-(butylamino)-1-(2-methoxy-4-(((tetrahydro-2H-pyran-4-yl)amino)methyl) benzyl)-1H-pyrazolo[4,3-d]pyrimidin-5-yl)carbamate